CC[C@H]([C@H](CCCCCCCCCC)O)O (3R,4S)-tetradecane-3,4-diol